FC1=C(OC2=NN(C=C2)C)C=CC(=C1)B1OC(C(O1)(C)C)(C)C 3-(2-fluoro-4-(4,4,5,5-tetramethyl-1,3,2-dioxaborolan-2-yl)phenoxy)-1-methyl-1H-pyrazole